C(C1=CC=CC=C1)OC1=NC(=CC=C1N1C(N(C2=C1C=CC(=C2)C2=C(C=C(C=C2)CC(=O)OC(C)(C)C)C)C)=O)OCC2=CC=CC=C2 tert-butyl 2-[4-[1-(2,6-dibenzyloxy-3-pyridyl)-3-methyl-2-oxo-benzimidazol-5-yl]-3-methyl-phenyl]acetate